FC([C@@H](C)O)(F)C=1C(=C(C=CC1)[C@@H](C)NC(OC(C)(C)C)=O)F |&1:2| tert-butyl [(1R)-1-{3-[(2RS)-1,1-difluoro-2-hydroxypropyl]-2-fluorophenyl}ethyl]carbamate